(R)-5-(4-(pyrazolo[1,5-a]pyridin-2-yl)-4,5,6,7-tetrahydro-1H-imidazo[4,5-c]pyridine-5-carbonyl)oxazole-4-carbonitrile N1=C(C=C2N1C=CC=C2)[C@@H]2N(CCC1=C2N=CN1)C(=O)C1=C(N=CO1)C#N